diisopropyl di(ethylacetoacetate) titanium [Ti].C(C)CC(CC(=O)OC(C)C)=O.C(C)CC(CC(=O)OC(C)C)=O